racemic-7-(6-(1-(2,2-difluoro-1-(4-fluorophenyl)propyl)-1H-pyrazol-4-yl)pyrazin-2-yl)-[1,2,4]triazolo[1,5-a]pyridin-2-amine FC([C@@H](C1=CC=C(C=C1)F)N1N=CC(=C1)C1=CN=CC(=N1)C1=CC=2N(C=C1)N=C(N2)N)(C)F |r|